O=C(C)[C@H]1CC[C@H]2[C@@H]3CC[C@@H]4C[C@@H](CC[C@]4(C)[C@H]3CC[C@]12C)CC(=O)O 20-oxo-5β-pregnan-3α-acetic acid